N1CC(C1)NC1=NC=CC2=CC=C(C=C12)C1=NOC(=N1)C N-(azetidin-3-yl)-7-(5-methyl-1,2,4-oxadiazol-3-yl)isoquinolin-1-amine